FC1=CC=C(C=C1)C=CCCCC1=CC=CC=C1 1-Fluoro-4-(5-phenylpent-1-en-1-yl)benzene